ClC1=CC(=C(C=C1C=1C(N(C2=CC(=NC=C2C1)NCCOC)CC(F)(F)F)=O)NC(=O)NC1=CC=C(C=C1)F)F 1-(4-chloro-2-fluoro-5-(7-((2-methoxyethyl)amino)-2-oxo-1-(2,2,2-trifluoroethyl)-1,2-dihydro-1,6-naphthyridin-3-yl)phenyl)-3-(4-fluorophenyl)urea